CN1C(N(C=2C1=NC=C(C2)C2=CC(=CC=C2)C(F)(F)F)CC2=NOC(=C2)C)=O 3-methyl-1-[(5-methylisoxazol-3-yl)methyl]-6-[3-(trifluoromethyl)phenyl]imidazo[4,5-b]pyridin-2-one